CN1N=CC(=C1)N1N=CC2=CC=C(C=C12)NC1CCC=2C1=NC=C(C2)C#N 7-((1-(1-Methyl-1H-pyrazol-4-yl)-1H-indazol-6-yl)amino)-6,7-dihydro-5H-cyclopenta[b]pyridine-3-carbonitrile